(S)-3-amino-3-(4'-methylbiphenyl-3-yl)propionic acid ethyl ester C(C)OC(C[C@@H](C=1C=C(C=CC1)C1=CC=C(C=C1)C)N)=O